(S)-2-amino-2-phenyl-acetic acid isopropyl ester C(C)(C)OC([C@H](C1=CC=CC=C1)N)=O